6-(4-fluorophenyl)-4-(5-methyl-1H-tetrazol-1-yl)nicotinonitrile FC1=CC=C(C=C1)C1=NC=C(C#N)C(=C1)N1N=NN=C1C